10-methoxydibenzo[b,e]oxepin COC1=CC=CC=2C1=CC1=C(OC2)C=CC=C1